C(C)(C)(C)OC(N(C)CCC(=O)N1CC(C1)NC1=NC=C(C=C1)C#N)=O N-[3-[3-[(5-cyano-2-pyridinyl)amino]azetidin-1-yl]-3-oxopropyl]-N-methylcarbamic acid tert-butyl ester